ethyl (3,5,7-trimethyloct-4-en-1-yl) malonate C(CC(=O)OCCC(C=C(CC(C)C)C)C)(=O)OCC